4-(4-(Allyloxy)-3-methylbut-3-en-1-yl)-1,2-dimethoxybenzene C(C=C)OC=C(CCC1=CC(=C(C=C1)OC)OC)C